F[C@H]1[C@@H]([C@H](O[C@H]1N1C(NC(C(=C1)F)=O)=O)C(=O)O)O (2S,3R,4S,5R)-4-fluoro-5-(5-fluoro-2,4-dioxo-3,4-dihydropyrimidin-1(2H)-yl)-3-hydroxytetrahydrofuran-2-carboxylic acid